13-hydroperoxyl-octadecadienoic acid O(O)C(CCCCCCCC=CC=CC(=O)O)CCCCC